C1(CCCC1)CN1C2=C(SCC1)C=CC(=C2)NC(=O)NC2=CC=C1C=CNC1=C2 1-(4-(cyclopentylmethyl)-3,4-dihydro-2H-benzo[b][1,4]thiazin-6-yl)-3-(1H-indol-6-yl)urea